3-[(methylsulfonyloxy)methyl]Piperidine-1-carboxylic acid tert-butyl ester C(C)(C)(C)OC(=O)N1CC(CCC1)COS(=O)(=O)C